OC1=C(C(=CC2=CC=CC=C12)O)O 1,2,3-trihydroxynaphthalene